CC(C)(C)OC(=O)N1CCC(CC1)N N-Boc-4-aminopiperidine